6-((4-bromophenoxy)methyl)-2-methyl-1,4-dioxane BrC1=CC=C(OCC2COCC(O2)C)C=C1